cis-2-((((3R)-1-benzoylpyrrolidin-3-yl)oxy)methyl)-N-ethyl-3-((methylsulfonyl)amino)piperidine-1-carboxamide C(C1=CC=CC=C1)(=O)N1C[C@@H](CC1)OC[C@@H]1N(CCC[C@@H]1NS(=O)(=O)C)C(=O)NCC